(2R,3S)-1-tert-butoxycarbonyl-3-[cyclopropyl-[2-(dimethylamino)ethyl]carbamoyl]piperidine-2-carboxylic acid C(C)(C)(C)OC(=O)N1[C@H]([C@H](CCC1)C(N(CCN(C)C)C1CC1)=O)C(=O)O